ClC=1C(N(C(=CC1OCC1=NC(=CC(=C1)C)F)C)C1=CC(=NC=C1C)C1=NC(=NC=C1)C(C)(C)O)=O (P)-3-chloro-4-((6-fluoro-4-methylpyridin-2-yl)methoxy)-2'-(2-(2-hydroxypropan-2-yl)pyrimidin-4-yl)-5',6-dimethyl-2H-[1,4'-bipyridin]-2-one